C1(CC1)N1CCN(CC1)C1CCN(CC1)C1=C(C=C(C(=C1)OC)NC1=NC=NC(=C1)N1OCC[C@@H]1C1=C(C=CC(=C1)OC1=CC(=CC=C1)F)F)NC(C=C)=O (R)-N-(2-(4-(4-cyclopropylpiperazin-1-yl)piperidin-1-yl)-5-((6-(3-(2-fluoro-5-(3-fluorophenoxy)-phenyl)isoxazolidin-2-yl)pyrimidin-4-yl)amino)-4-methoxyphenyl)acrylamide